2-hydrazinonicotinamide N(N)C1=C(C(=O)N)C=CC=N1